N-6-Aminohexyl-4-(4-azido-3,5-difluorophenoxy)butyramide hydrochloride salt Cl.NCCCCCCNC(CCCOC1=CC(=C(C(=C1)F)N=[N+]=[N-])F)=O